2-(3-(5-amino-6-(2-methyloxazol-5-yl)pyrazin-2-yl)-4-methylphenyl)-3,3,3-trifluoro-2-hydroxypropanamide trifluoroacetate FC(C(=O)O)(F)F.NC=1N=CC(=NC1C1=CN=C(O1)C)C=1C=C(C=CC1C)C(C(=O)N)(C(F)(F)F)O